FC(CN1NC(C=C1)=O)F 1-(2,2-difluoroethyl)-1H-pyrazolon